CN1C(=NC2=NC=C(C(=C21)C#N)OC=2C=NN1C2C(=NC=C1)NC)NC=1C=C2C(N(C(C2=C(C1)C(F)(F)F)(C)C)C)=O 1-methyl-6-((4-(methylamino)pyrazolo[1,5-a]pyrazin-3-yl)oxy)-2-((1,1,2-trimethyl-3-oxo-7-(trifluoromethyl)isoindolin-5-yl)amino)-1H-imidazo[4,5-b]pyridine-7-carbonitrile